C(CCCCCCCCCCCCC)[N+](C)(C)C tetradecyl-trimethyl-ammonium